[Br-].C(C)OC(=O)C[N+]1=CC=CC2=CC(=CC=C12)OC [ethoxycarbonylmethyl]-6-methoxy-quinolinium bromide